O=C(CCCCCCNC(OC(C)(C)C)=O)NC1=CC=C(C=C1)S(F)(F)(F)(F)F Tert-butyl (7-oxo-7-((4-(pentafluoro-λ6-sulfaneyl)phenyl) amino)heptyl)carbamate